C(#N)CC1=CC=C(C=C1)/C=C/C(=O)OCC ethyl (E)-3-[4-(cyanomethyl)phenyl]prop-2-enoate